sodium dihydrogen phosphate, trishydrochloride Cl.Cl.Cl.P(=O)(O)(O)[O-].[Na+]